bis[3-(3,4-dicarboxyphenoxy)phenyl]methane benzyl-2-oxo-8-azabicyclo[3.2.1]octane-8-carboxylate C(C1=CC=CC=C1)OC(=O)N1C2C(CCC1CC2)=O.C(=O)(O)C=2C=C(OC=1C=C(C=CC1)CC1=CC(=CC=C1)OC1=CC(=C(C=C1)C(=O)O)C(=O)O)C=CC2C(=O)O